FC=1C=CC=2N(C1)C=C(N2)C(=O)N2CC1(C2)C=C(C(C(C1)(C)C)=O)C#N 2-(6-fluoroimidazo[1,2-a]pyridine-2-carbonyl)-8,8-dimethyl-7-oxo-2-azaspiro[3.5]non-5-ene-6-carbonitrile